BrCCCCCS(=O)(=O)N 5-bromopentane-1-sulfonamide